C(C)(C)(C)NC(N)=O 3-tert-butyl-urea